ketoiodine O=I